CC=1C=NN(C1C1CCNCC1)C1CN(CC1)C(=O)OC(C)(C)C tert-butyl 3-(4-methyl-5-(piperidin-4-yl)-1H-pyrazol-1-yl)pyrrolidine-1-carboxylate